1,5-dimethyl-1,5-diethoxy-3,3-diphenyltrisiloxane C[SiH](O[Si](O[SiH](OCC)C)(C1=CC=CC=C1)C1=CC=CC=C1)OCC